1-(5-methoxybenzo[1,2-b:4,3-b']dithiophen-2-yl)ethan-1-one COC1=CC=2SC(=CC2C2=C1SC=C2)C(C)=O